4-Fluoro-7-(3-fluoro-4-((2-methoxyethyl)carbamoyl)benzyl)-N-((3R,4S)-3-hydroxytetrahydro-2H-pyran-4-yl)-2,3-dihydrobenzofuran-5-carboxamide FC1=C(C=C(C2=C1CCO2)CC2=CC(=C(C=C2)C(NCCOC)=O)F)C(=O)N[C@@H]2[C@H](COCC2)O